ClC=1C=C2CC(N(CC2=CC1Cl)CC)=O 6,7-dichloro-2-ethyl-1,4-dihydroisoquinolin-3(2H)-one